BrC1=CC(=C(C(=C1)F)NC)F (4-bromo-2,6-difluorophenyl)-methylamine